N-[2-[(2,4-dimethyl-5-phenylpyrazol-3-yl)oxymethyl]phenyl]-N-methoxycarbamic acid methyl ester COC(N(OC)C1=C(C=CC=C1)COC=1N(N=C(C1C)C1=CC=CC=C1)C)=O